C1(CC1)N1N=CC(=C1)C1=CN2C(S1)=C(C=N2)C(=O)NC=2C(=NC=C(C2)NC(CN(C2CCOCC2)C)=O)C 2-(1-cyclopropyl-1H-pyrazol-4-yl)-N-(2-methyl-5-(2-(methyl(tetrahydro-2H-pyran-4-yl)amino)acetamido)pyridin-3-yl)pyrazolo[5,1-b]thiazole-7-carboxamide